2,3-DIMETHYL-2H-INDAZOL-6-YLBORONIC ACID CN1N=C2C=C(C=CC2=C1C)B(O)O